CC(C(COCCCCCCCC\C=C/C\C=C/CCCCC)N)(OCCCCCCCCC)C dimethyl-1-(nonyloxy)-3-[(9Z,12Z)-octadecane-9,12-dien-1-yloxy]propan-2-amine